C1=CC=CC=2C3=CC=CC=C3N(C12)C1=CC=C(C=C1)N(C1=CC=C(C=C1)C=CC1=CC=C(C=C1)N(C1=CC=CC=C1)C1=CC=C(C=C1)N1C2=CC=CC=C2C=2C=CC=CC12)C1=CC=CC=C1 (N,N'-bis[4-(9H-carbazol-9-yl)phenyl])-N,N'-diphenylstilbene-4,4'-diamine